2-[2-fluoro-4-(pyrrolidine-1-carbonyl)phenyl]-4-[[5-(4-hydroxy-1-piperidinyl)-2-pyridinyl]amino]-6H-1,6-naphthyridin-5-one FC1=C(C=CC(=C1)C(=O)N1CCCC1)C1=NC=2C=CNC(C2C(=C1)NC1=NC=C(C=C1)N1CCC(CC1)O)=O